C(C)(C)(C)OC(=O)N(C1=CC(=NC(=N1)C1(SC=C(N1)C(F)(F)F)O)OC1CN(C1)C(=O)OC(C)(C)C)C1CCC(CC1)(F)F tert-butyl 3-((6-((tert-butoxycarbonyl)(4,4-difluorocyclohexyl)amino)-2-(2-hydroxy-4-(trifluoro methyl)-2,3-dihydrothiazol-2-yl)pyrimidin-4-yl)oxy)azetidine-1-carboxylate